tert-butyl 5-benzyloxy-3-oxo-pentanoate C(C1=CC=CC=C1)OCCC(CC(=O)OC(C)(C)C)=O